CN1N=CC(=C1)CN1C=NC=2C(N(C=3N=C(C=CC3C21)C(F)(F)F)C=2C(=NC=CC2)C)=O 1-((1-methyl-1H-pyrazol-4-yl)methyl)-5-(2-methylpyridin-3-yl)-7-(trifluoromethyl)-1,5-Dihydro-4H-imidazo[4,5-c][1,8]naphthyridin-4-one